FC=1C=C2C(=NC1)NN=C2C2=NN1C(C(=N2)N[C@@H]2[C@H]([C@@H]3C4CC4[C@H]2CC3)C(=O)OCC)=CC=C1C(F)(F)F ethyl (1R,5S,6S,7S)-7-((2-(5-fluoro-1H-pyrazolo[3,4-b]pyridin-3-yl)-7-(trifluoromethyl)pyrrolo[2,1-f][1,2,4]triazin-4-yl)amino)tricyclo[3.2.2.02,4]nonane-6-carboxylate